2-(4-(2-methoxyethoxy)phenyl)thiazol COCCOC1=CC=C(C=C1)C=1SC=CN1